3-(2,4-dimethoxybenzyl)-1-(5-((1-((1-hydroxycyclohexyl)methyl)piperidin-4-yl)methyl)pyrazolo[1,5-a]pyridin-3-yl)dihydropyrimidine-2,4(1H,3H)-dione COC1=C(CN2C(N(CCC2=O)C=2C=NN3C2C=C(C=C3)CC3CCN(CC3)CC3(CCCCC3)O)=O)C=CC(=C1)OC